4-(2,3-dihydroxyphenyl)piperidine-1-carboxylic acid tert-butyl ester C(C)(C)(C)OC(=O)N1CCC(CC1)C1=C(C(=CC=C1)O)O